1-(2-hydroxy-4,5-dimethoxyphenyl)ethan-1-one OC1=C(C=C(C(=C1)OC)OC)C(C)=O